ClC=1C(=NC(=NC1)N1CC(CCC1)C(F)(F)F)NC1=CC2=C(N(C(N2CCC(C)(C)O)=O)C)C=C1 5-((5-Chloro-2-(3-(trifluoromethyl)piperidin-1-yl)pyrimidin-4-yl)amino)-3-(3-hydroxy-3-methylbutyl)-1-methyl-1,3-dihydro-2H-benzo[d]imidazol-2-one